C(CCCCCCCCCCC)[N+](C)(C)[O-] dodecyl-dimethyl-ammonia oxide